5-((R)-1-((S)-1-ethylpiperidin-2-yl)ethoxy)isobenzofuran-1(3H)-one C(C)N1[C@@H](CCCC1)[C@@H](C)OC=1C=C2COC(C2=CC1)=O